N-[5-bromo-2-(cyanomethyl)-4-fluoro-phenyl]-2,2,2-trifluoro-acetamide BrC=1C(=CC(=C(C1)NC(C(F)(F)F)=O)CC#N)F